4-[4-(4-butylphenyl)phenylethynyl]-2-chloro-6-fluoro-aniline C(CCC)C1=CC=C(C=C1)C1=CC=C(C=C1)C#CC1=CC(=C(N)C(=C1)F)Cl